[rac-(5S,7S)-7-Fluoro-5-phenyl-6,7-dihydro-5H-pyrrolo[1,2-b][1,2,4]triazol-2-yl]-[rac-(3R)-tetrahydrofuran-3-yl]methanon F[C@H]1C[C@H](N2N=C(N=C21)C(=O)[C@H]2COCC2)C2=CC=CC=C2 |r|